O1CCS(NCC1)(=O)=O 1,4,5-oxathiazepan 4,4-dioxide